7-methyltetradecane-2,5-dione CC(CC(CCC(C)=O)=O)CCCCCCC